tert-butyl 2-(4-(2-((6-(5-(((cyclohexyloxy)carbonyl)amino)-6-methylpyridin-3-yl)benzo[d]thiazol-2-yl)amino)ethyl)piperazin-1-yl)acetate C1(CCCCC1)OC(=O)NC=1C=C(C=NC1C)C1=CC2=C(N=C(S2)NCCN2CCN(CC2)CC(=O)OC(C)(C)C)C=C1